8'-chloro-1'-[1-(pyridin-2-yl)azetidin-3-yl]-4'H,6'H-spiro[1,3-dioxolane-2,5'-[1,2,4]triazolo[4,3-a][1]benzazepine] ClC=1C=CC2=C(CC3(CC=4N2C(=NN4)C4CN(C4)C4=NC=CC=C4)OCCO3)C1